N-(pyrrolidin-3-yl)carbamate N1CC(CC1)NC([O-])=O